FC(C=1C=C(\C=C/2\C(C3=CC=CC(=C3C2)O)=O)C=C(C1)C(F)(F)F)(F)F (E)-2-(3,5-bis(trifluoromethyl)benzylidene)-4-hydroxy-2,3-dihydro-1H-inden-1-one